FC=1C(=NC(=NC1)NC=1C=NN(C1)CCOC(C)C)N1C=C(C2=CC(=CC=C12)NC(C=C)=O)C N-[1-[5-fluoro-2-[[1-(2-isopropoxyethyl)pyrazol-4-yl]amino]pyrimidin-4-yl]-3-methyl-indol-5-yl]prop-2-enamide